C(C)(CC)C1C(NC2=C(CN1C1=NOC(=N1)C)C=CC=C2)=O 3-(sec-butyl)-4-(5-methyl-1,2,4-oxadiazol-3-yl)-1,3,4,5-tetrahydro-2H-benzo[1,4]diazepin-2-one